ClC=1C=C(C#N)C=C(C1)OC1=C(N=CN(C1=O)CC1=NNC(C(=C1)C=1C=NNC1)=O)C(F)(F)F 3-chloro-5-((6-oxo-1-((6-oxo-5-(1H-pyrazol-4-yl)-1,6-dihydropyridazin-3-yl)methyl)-4-(trifluoromethyl)-1,6-dihydropyrimidin-5-yl)oxy)benzonitrile